C(C)(C)N1CC2(C1)CNC2 2-isopropyl-2,6-diazaspiro[3.3]heptan